3-Ethyl-11-(4-fluorobenzyl)-11H-imidazo[1',2':1,2]pyrido[3,4-b]indole C(C)C1=CN=C2N1C=CC1=C2N(C2=CC=CC=C12)CC1=CC=C(C=C1)F